C(C)(C)(C)OOC(C1=CC=CC=C1)=O tert-butylperoxy-benzoate